5-bromo-N-(2-carbamoyl-4-chloro-6-methyl-phenyl)-2-(2,2,2-trifluoroethyl)pyrazole-3-carboxamide BrC=1C=C(N(N1)CC(F)(F)F)C(=O)NC1=C(C=C(C=C1C)Cl)C(N)=O